C1(CC1)CC(OC1OCCCC1)C=1C=C(C=C2C(C=C(N(C12)C)CO)=O)F 8-(2-cyclopropyl-1-((tetrahydro-2H-pyran-2-yl)oxy)ethyl)-6-fluoro-2-(hydroxymethyl)-1-methylquinolin-4(1H)-one